2,3-dihexylcyclopropanecarboxaldehyde C(CCCCC)C1C(C1CCCCCC)C=O